C1(=CC(=CC=C1)C=O)C (m-tolyl)methanone